OC1=C(C(=O)O)C=CC(=C1O)OC 2,3-dihydroxy-4-methoxybenzoic acid